4-[6-(2-chloro-3-trifluoromethyl-phenyl)-3-hydroxy-pyridin-2-yl]-4-oxo-butyric acid ethyl ester C(C)OC(CCC(=O)C1=NC(=CC=C1O)C1=C(C(=CC=C1)C(F)(F)F)Cl)=O